OC1=C(C=CC=C1)C1C(C(C1C(=O)O)C1=C(C=CC=C1)O)C(=O)O 2,4-bis(2-hydroxyphenyl)-1,3-cyclobutanedicarboxylic acid